OC1=CC=C(C=C1)CC(C(=O)[O-])=O p-Hydroxyphenylpyruvat